ClCC(CC1(NC[C@@H](C1)OC)C(=O)OC)=C methyl (4R)-2-(2-(chloromethyl) allyl)-4-methoxypyrrolidine-2-carboxylate